(S)-tert-butyl (4,11-diethyl-4-hydroxy-3,14-dioxo-3,4,12,14-tetrahydro-1H-pyrano[3',4':6,7]indolizino[1,2-b]quinolin-9-yl) ethane-1,2-diylbis(methylcarbamate) C(CN(C(OC1=CC=2C(=C3C(=NC2C=C1)C1=CC2=C(C(N1C3)=O)COC([C@]2(O)CC)=O)CC)=O)C)N(C(OC(C)(C)C)=O)C